(S)-N-(2-fluoro-4-methyl-5-(7-methyl-2-(methylamino)pyrido[2,3-d]pyrimidin-6-yl)phenyl)-3-(trifluoromethyl)pyrrolidine-1-carboxamide FC1=C(C=C(C(=C1)C)C1=CC2=C(N=C(N=C2)NC)N=C1C)NC(=O)N1C[C@H](CC1)C(F)(F)F